O[C@@H]1[C@@H](CO[C@H]2[C@@H]1OC(OC2)(C)C)NC(C)=O N-((4aR,7R,8R,8aR)-8-hydroxy-2,2-dimethylhexahydropyrano[3,2-d][1,3]dioxin-7-yl)acetamide